N1=NC=NC1 5H-[1,2,4]triazole